rac-(3aR,8aS)-3-(2H-[1,3]dioxolo[4,5-e][1,3]benzothiazol-7-yl)-5-methyloctahydroimidazo[4,5-c]azepin-2(1H)-one O1COC=2C=CC3=C(N=C(S3)N3C(N[C@@H]4[C@H]3CN(CCC4)C)=O)C21 |r|